FC1=C(NC=2C3=C(N=CN2)C=CC(=N3)N3[C@H]2CN([C@@H](C3)CC2)C(C=C)=O)C=CC=C1C 1-[(1R,4R)-5-[4-(2-fluoro-3-methyl-anilino)pyrido[3,2-d]pyrimidin-6-yl]-2,5-diazabicyclo[2.2.2]octan-2-yl]prop-2-en-1-one